C(C1=CC=CC=C1)(C1=CC=CC=C1)N1CCN(CC1)C(=O)C1=CC=CC=C1 (4-benzhydrylpiperazin-1-yl)(phenyl)methanone